1-(4-(Methoxy-d3)phenyl)propan-1-ol C(OC1=CC=C(C=C1)C(CC)O)([2H])([2H])[2H]